(2S)-2-((1R)-4,6-difluoroisochroman-1-yl)azetidine (S)-benzyl-4-(2,3-bis(tosyloxy)propyl)piperidine-1-carboxylate C(C1=CC=CC=C1)OC(=O)N1CCC(CC1)C[C@@H](COS(=O)(=O)C1=CC=C(C)C=C1)OS(=O)(=O)C1=CC=C(C)C=C1.FC1CO[C@H](C2=CC=C(C=C12)F)[C@H]1NCC1